CC1=CC(=NC=C1C)C1=CC=CC=C1 4,5-dimethyl-2-phenylpyridine